C(C)OC(=O)C=1C(=NN2C1N=C(C=C2N(C)CC2=CC=CC=C2)Cl)N 2-amino-7-(benzyl-(methyl)amino)-5-chloropyrazolo[1,5-a]pyrimidine-3-carboxylic acid ethyl ester